C(C)N1N=C(C=C1)C=1C=C(C=C(C1)C=1C=NN(C1)C)[C@@H](C)NC(C1=C(C=CC(=C1)O[C@H]1CN(CC1)C)C)=O N-((R)-1-(3-(1-ethyl-1H-pyrazol-3-yl)-5-(1-methyl-1H-pyrazol-4-yl)phenyl)ethyl)-2-methyl-5-(((R)-1-methylpyrrolidin-3-yl)oxy)benzamide